6,7-Dihydrothieno[3,2-c]pyridine-2,5(4H)-dicarboxylic acid dimethyl ester COC(=O)C1=CC=2CN(CCC2S1)C(=O)OC